ethyl 4-((3R,5R)-5-(picolinamido)piperidin-3-yl)benzoate N1=C(C=CC=C1)C(=O)N[C@@H]1C[C@@H](CNC1)C1=CC=C(C(=O)OCC)C=C1